C1(CCCCC1)CC(C(=O)O)C 3-Cyclohexyl-2-methylpropanoic Acid